FC=1C=C(C=CC1F)[C@@H]1N(OCC1)C1=CC(=NC=N1)NC=1C(=CC(=C(C1)NC(C=C)=O)N1CCC(CC1)N1C[C@@H](CC1)N(C)C)OC N-(5-((6-((R)-3-(3,4-difluorophenyl)isoxazolidine-2-yl)pyrimidine-4-yl)amino)-2-(4-((R)-3-(dimethylamino)pyrrolidine-1-yl)piperidine-1-yl)-4-methoxyphenyl)acrylamide